2-Ethylsulfanyl-N-heptyl-4-methyl-6-morpholin-4-yl-pyridine-3-carboxylic acid amide C(C)SC1=NC(=CC(=C1C(=O)NCCCCCCC)C)N1CCOCC1